C1(CC1)CN1CCN(C2=CC=CC=C12)C(=O)OC(C)(C)C Tert-butyl 4-(cyclopropylmethyl)-3,4-dihydroquinoxaline-1(2H)-carboxylate